(((Propane-2,2-diylbis(4,1-Phenylene))bis(oxy))bis(methylene))bis(3-ethyloxetane) CC(C)(C1=CC=C(C=C1)OCC1OCC1CC)C1=CC=C(C=C1)OCC1OCC1CC